9-((3-acetamido-4-((4-methyl-5-nitrothiazol-2-yl)carbamoyl)phenyl)amino)nonanoic acid C(C)(=O)NC=1C=C(C=CC1C(NC=1SC(=C(N1)C)[N+](=O)[O-])=O)NCCCCCCCCC(=O)O